C(C1=CC=CC=C1)OC=1C(=NC=NC1OCC1=CC=CC=C1)CN1C(C(NCC1)=O)C1=CC=C(C=C1)I 4-((5,6-Bis(benzyloxy)pyrimidin-4-yl)methyl)-3-(4-iodophenyl)piperazin-2-one